(3S,4S)-3,4-bis((tert-butyldimethylsilyl)oxy)pyrrolidine [Si](C)(C)(C(C)(C)C)O[C@H]1CNC[C@@H]1O[Si](C)(C)C(C)(C)C